O[C@H]1[C@@H](O[C@@H]([C@@H]([C@@H]1N1N=NC(=C1)C1=CC(=C(C(=C1)F)F)F)O)CO)SC(C(=O)N(C)C)C(C)(C)O 2-(((2S,3R,4S,5R,6R)-3,5-Dihydroxy-6-(hydroxymethyl)-4-(4-(3,4,5-trifluorophenyl)-1H-1,2,3-triazol-1-yl)tetrahydro-2H-pyran-2-yl)thio)-3-hydroxy-N,N,3-trimethylbutanamide